CC1(N(C(CCC1)(C)C)N)C 2,2,6,6-Tetramethylpiperidylamine